N1CC(C1)NC(=O)[C@@H]1NC(CC1)C1=C(C(=CC=C1O)Cl)Cl (2R)-N-(azetidin-3-yl)-5-(2,3-dichloro-6-hydroxyphenyl)pyrrolidine-2-carboxamide